CN1CCN(CC1)CCON O-(2-(4-methylpiperazin-1-yl)ethyl)hydroxylamine